3-(mercaptomethyl)but-3-en-1-ol SCC(CCO)=C